C(C)(C)(C)C1=CC=C(C=C1)C=1C=2N(C=C(N1)C#N)C(=CC2)F 1-(4-(tert-butyl)phenyl)-6-fluoropyrrolo[1,2-a]pyrazine-3-carbonitrile